(R)-8-(Benzyloxy)-5-(2-(Benzo[d]thiazol-5-ylamino)-1-hydroxyethyl)quinoline C(C1=CC=CC=C1)OC=1C=CC(=C2C=CC=NC12)[C@H](CNC=1C=CC2=C(N=CS2)C1)O